5-bromo-2-ethoxy-4-methylbenzenesulfonic acid BrC=1C(=CC(=C(C1)S(=O)(=O)O)OCC)C